tert-butyl 3-amino-5-cyclobutyl-1H-pyrazole-1-carboxylate NC1=NN(C(=C1)C1CCC1)C(=O)OC(C)(C)C